(R)-6-((1-(5-bromopyridin-2-yl)pyrrolidin-3-yl)methyl)-2,5,7-trimethyl-[1,2,4]triazolo[1,5-a]pyrimidine BrC=1C=CC(=NC1)N1C[C@@H](CC1)CC=1C(=NC=2N(C1C)N=C(N2)C)C